FC1=CC=C(C=C1)NC(C1=CC(=CC=C1)CCO)=O N-(4-fluorophenyl)-3-(2-hydroxyethyl)benzamide